5-(((4-(3-chloro-4-(2-chloro-3-((3-fluoro-4-(3-((2-hydroxyethyl)amino)propyl)pyridin-2-yl)amino)phenyl)pyridin-2-yl)-2-methoxybenzyl)amino)methyl)pyrrolidin-2-one ClC=1C(=NC=CC1C1=C(C(=CC=C1)NC1=NC=CC(=C1F)CCCNCCO)Cl)C1=CC(=C(CNCC2CCC(N2)=O)C=C1)OC